ClC=1C=C(C=CC1)NC(=O)CNC(=O)C1=CC=CC(=N1)C1=CC=C2C=CC(=C(C2=C1)NC(C=C)=O)COC N-{7-[6-({[(3-chlorophenyl)carbamoyl]methyl}carbamoyl)pyridin-2-yl]-2-(methoxymethyl)naphthalen-1-yl}prop-2-enamide